4-((5-methyl-1H-pyrazol-3-yl)amino)-7H-pyrrolo[2,3-d]pyrimidin-5-formonitrile CC1=CC(=NN1)NC=1C2=C(N=CN1)NC=C2C#N